4-(((3s,4r)-1-((2-bromo-4-methoxyphenyl)sulfonyl)-4-hydroxy-4-(hydroxymethyl)pyrrolidin-3-yl)oxy)-2-fluorobenzonitrile BrC1=C(C=CC(=C1)OC)S(=O)(=O)N1C[C@@H]([C@@](C1)(CO)O)OC1=CC(=C(C#N)C=C1)F